NC1=C(CN(CC(=O)OC)C(=O)OC(C)(C)C)C=CC=C1 Methyl N-(2-aminobenzyl)-N-(tert-butoxycarbonyl)glycinate